3-(4-ethylbenzyl)-2-hydroxy-4-methylbenzaldehyde C(C)C1=CC=C(CC=2C(=C(C=O)C=CC2C)O)C=C1